4-chloro-2-fluoro-3-(trifluoromethyl)pyridine ClC1=C(C(=NC=C1)F)C(F)(F)F